(9H-Fluoren-9-yl)methyl ((4-((2-formylphenyl)thio)-2-morpholinopyridin-3-yl)methyl)carbamate C(=O)C1=C(C=CC=C1)SC1=C(C(=NC=C1)N1CCOCC1)CNC(OCC1C2=CC=CC=C2C=2C=CC=CC12)=O